ClC1=CC(=C(COC=2C(=NC=CC2)C2CNCCN2C(=O)[O-])C=C1)F 6-(((4-chloro-2-fluorobenzyl)oxy)pyridin-2-yl)piperazine-1-carboxylate